2-(naphthalene-2-yl)anthracene C1=C(C=CC2=CC=CC=C12)C1=CC2=CC3=CC=CC=C3C=C2C=C1